FC=1C=CC=C2C(=NN(C12)CC1=C(C=CC=C1)F)C1=NC(=C(C(=N1)N)N1CCOCC1)N 2-(7-fluoro-1-(2-fluorobenzyl)-1H-indazol-3-yl)-5-morpholinopyrimidine-4,6-diamine